ClC1=C(C=C2C(NC(N3C2=C1SC[C@@H]3COC)=O)=O)C(F)(F)F (S)-10-chloro-3-(methoxymethyl)-9-(trifluoromethyl)-2H-[1,4]thiazino[2,3,4-ij]quinazoline-5,7(3H,6H)-dione